7-(Isoxazol-4-yl)-N-methyl-N-(2,2,6,6-tetramethylpiperidin-4-yl)-5H-isochromeno[3,4-d]thiazol-2-amine O1N=CC(=C1)C=1C=CC2=C(C1)COC=1N=C(SC12)N(C1CC(NC(C1)(C)C)(C)C)C